NCCC1CC(CC(C1)CCN)CCN 1,3,5-tris(aminoethyl)-cyclohexane